O=C1N(CC2=CC(=CC=C12)O[C@H]1[C@@H](CCC1)N1CC(C1)C=1C=NC=CC1)N1C(CCCC1=O)=O (1-oxo-5-(((trans)-2-(3-(pyridin-3-yl)azetidin-1-yl)-cyclopentyl)oxy)isoindolin-2-yl)piperidine-2,6-dione